1,1'-(2-(4-chlorophenyl)propane-1,3-diyl)bis(7-methoxy-4,9-dihydro-3H-pyrido[3,4-b]indole) ClC1=CC=C(C=C1)C(CC1=NCCC2=C1NC1=CC(=CC=C21)OC)CC2=NCCC1=C2NC2=CC(=CC=C12)OC